NCCS(=O)(=O)C(CCC(=O)OCC)C(=O)N1[C@@H]2CN([C@H](C1)C2)C2=CC=C(C=C2)OCC Ethyl 4-((2-aminoethyl) sulfonyl)-5-((1S,4S)-5-(4-ethoxyphenyl)-2,5-diazabicyclo[2.2.1]heptan-2-yl)-5-oxopentanoate